BrC=1C(=C2C([C@@H](C[C@@]3(C2=CC1)N=C1N(C=C(C=C1OC(F)F)C(F)(F)F)C3)F)=O)F (1'S,3'R)-6'-bromo-8-(difluoromethoxy)-3',5'-difluoro-6-(trifluoromethyl)-2'H,3H-spiro[imidazo[1,2-a]pyridine-2,1'-naphthalen]-4'(3'H)-one